N=1N(N=CC1)C=1C=C(C=NC1)C(=O)O 5-(triazol-2-yl)pyridine-3-carboxylic acid